[Cr](=O)(=O)([O-])O[Cr](=O)(=O)[O-].[Na+].[Na+] sodium dichromate